1-methyl-3-(6-methyl-nicotinyl)-2-pyrrolidone CN1C(C(CC1)CC1=CN=C(C=C1)C)=O